fluoride aluminum [Al+3].[F-].[F-].[F-]